FC=1C=C(N)C=C(C1F)F (dl)-3,4,5-trifluoroaniline